C1(=CC=CC=C1)N1N=NN=C1S 1-(phenyl)-5-mercapto-1H-tetrazole